11-(cuban-1-yl)undec-10-enoic acid C12(C3C4C5C3C1C5C24)C=CCCCCCCCCC(=O)O